C(C(=C)C)(=O)OCCN(C)C 2-(dimethylamino)ethyl methacrylate